FC=1C=C(C=CC1)[C@H]([C@H]1CC(N1C(=O)OC(C)(C)C)(C)C)O tert-butyl (R)-4-((R)-(3-fluorophenyl)(hydroxy)methyl)-2,2-dimethylazetidine-1-carboxylate